7-[(3aR,4R,6R,6aR)-2,2-dimethyl-6-[(1R)-7-chloro-1,3,4,5-tetrahydro-2-benzoxepin-1-yl]-3a,4,6,6a-tetrahydrofuro[3,4-d][1,3]dioxol-4-yl]pyrrolo[2,3-d]pyrimidin-4-amine CC1(O[C@@H]2[C@H](O1)[C@H](O[C@H]2N2C=CC1=C2N=CN=C1N)[C@@H]1OCCCC2=C1C=CC(=C2)Cl)C